4-benzylpiperazine-1-carbamidine C(C1=CC=CC=C1)N1CCN(CC1)C(=N)N